2-(1H-indole-3-sulfonamido)-N-((5-phenyl-1H-pyrazol-3-yl)methyl)thiazole-4-carboxamide N1C=C(C2=CC=CC=C12)S(=O)(=O)NC=1SC=C(N1)C(=O)NCC1=NNC(=C1)C1=CC=CC=C1